3-(1,2,3,5,6,7-hexahydro-s-indacen-4-yl)-1,1-dimethylurea C1CCC2=C(C=3CCCC3C=C12)NC(N(C)C)=O